O(C1=CC=CC=C1)CCOC=1C=C(C(C(=O)O)=CC1)C(=O)O 4-(2'-phenoxyethoxy)phthalic acid